3-[[5-amino-7-[ethoxy(propyl)carbamoyl]-6H-thieno[3,2-b]azepin-2-yl]methyl]azetidine-1-carboxylic acid tert-butyl ester C(C)(C)(C)OC(=O)N1CC(C1)CC1=CC=2N=C(CC(=CC2S1)C(N(CCC)OCC)=O)N